(3S,4R,5R,6S)-1-[(5S)-6-{[5-(3,5-difluorophenyl)-2-methyl-1,3-oxazol-4-yl]methoxy}-5-fluorohexyl]-3,4,5,6-azepanetetrol FC=1C=C(C=C(C1)F)C1=C(N=C(O1)C)COC[C@H](CCCCN1C[C@@H]([C@H]([C@@H]([C@H](C1)O)O)O)O)F